3-(1-methyl-7-((1R,4R)-5-(piperidin-4-ylmethyl)-2,5-diazabicyclo[2.2.1]heptan-2-yl)-1H-indazol-3-yl)piperidine-2,6-dione CN1N=C(C2=CC=CC(=C12)N1[C@H]2CN([C@@H](C1)C2)CC2CCNCC2)C2C(NC(CC2)=O)=O